1-(4-(((R)-1-cyanoethyl)amino)-5-(1-((1r,4R)-4-(2-hydroxyethyl)cyclohexyl)-1H-1,2,4-triazol-3-yl)pyridin-2-yl)-1H-pyrazolo[3,4-b]pyridine-5-carbonitrile C(#N)[C@@H](C)NC1=CC(=NC=C1C1=NN(C=N1)C1CCC(CC1)CCO)N1N=CC=2C1=NC=C(C2)C#N